3,4-dichloro-5-hydroxy-1-((6-(4-(2-hydroxyethyl)piperazin-1-yl)pyridin-3-yl)methyl)-1,5-dihydro-2H-pyrrol-2-one ClC=1C(N(C(C1Cl)O)CC=1C=NC(=CC1)N1CCN(CC1)CCO)=O